N-cyclopropyl-4-((1-(4-(3-hydroxyoxetan-3-yl)benzoyl)piperidin-4-yl)oxy)benzamide C1(CC1)NC(C1=CC=C(C=C1)OC1CCN(CC1)C(C1=CC=C(C=C1)C1(COC1)O)=O)=O